4-[4-cyano-3-hydroxy-7-(2-trifluoromethyl-phenyl)-quinolin-2-yl]-4-oxo-butyric acid ethyl ester C(C)OC(CCC(=O)C1=NC2=CC(=CC=C2C(=C1O)C#N)C1=C(C=CC=C1)C(F)(F)F)=O